FC(C)(F)C1=CC(NC(N1)=O)=O 6-(1,1-difluoroethyl)-1H-pyrimidine-2,4-dione